C=C1C(=O)OCCC1 alpha-methylene-delta-valerolactone